lithium 2,5,6-tricyanobenzimidazole salt C(#N)C=1NC2=C(N1)C=C(C(=C2)C#N)C#N.[Li]